2'-[(2S)-1,4-dioxan-2-ylmethyl]-N-[(2S)-tetrahydrofuran-2-ylmethyl]-8'-(trifluoromethyl)-2',5'-dihydrospiro[cyclopropane-1,4'-furo[2,3-g]indazole]-7'-carboxamide O1[C@H](COCC1)CN1N=C2C3=C(CC4(C2=C1)CC4)OC(=C3C(F)(F)F)C(=O)NC[C@H]3OCCC3